[C@H]12CN(C[C@H](CCC1)N2)C(=O)[O-] (1R,5S)-3,9-diazabicyclo[3.3.1]nonane-3-carboxylate